CP(OC[C@@]1(N2[C@@H](C[C@@H](C1=O)CC2)C)COC([2H])([2H])[2H])(OC[C@@]2(N1[C@@H](CC(C2=O)CC1)C)COC)=O ((1R,2S,4S,6R)-2-((methoxy-d3)methyl)-6-methyl-3-oxoquinuclidin-2-yl)methyl (((2S,6R)-2-(methoxymethyl)-6-methyl-3-oxoquinuclidin-2-yl)methyl) methylphosphonate